2-(3-Bromophenyl)-4,6-diphenyl-1,3,5-Triazin BrC=1C=C(C=CC1)C1=NC(=NC(=N1)C1=CC=CC=C1)C1=CC=CC=C1